methyl-diketopyrrolopyrrole CC=1N=C2C(C1)=NC(C2=O)=O